N1CC(C1)[C@@H]1CN(CCC1)CCNS(N)(=O)=O (3R)-3-(azetidine-3-yl)-1-[2-(sulfamoylamino)ethyl]piperidine